NC1=CC=C2C=CC=3OC4(C=NC3C2=C1)NC1=CC=CC=C1C4 9'-aminospiro[indoline-2,3'-[3H]-naphtho[2,1-b][1,4]oxazine]